FC1=CC=C(C=C1)N1CN(CC1C1=CC=CC=C1)C1=CC=CC=C1 3-(4-fluorophenyl)-1,4-diphenyl-imidazolidine